3-(4-((2-(3,5-dimethylphenoxy)benzyl)oxy)phenyl)propanoic acid CC=1C=C(OC2=C(COC3=CC=C(C=C3)CCC(=O)O)C=CC=C2)C=C(C1)C